{3-[2-cyclopropyl-7-(dimethylamino)-5-oxo-[1,3]Thiazolo[4,5-d]Pyrimidin-4-yl]Phenyl} methanesulfonate CS(=O)(=O)OC1=CC(=CC=C1)N1C(N=C(C2=C1N=C(S2)C2CC2)N(C)C)=O